N-(1'-(3-(cyclohexylsulfonyl)benzoyl)spiro[cyclohexane-1,3'-indolin]-5'-yl)methanesulfonamide C1(CCCCC1)S(=O)(=O)C=1C=C(C(=O)N2CC3(C4=CC(=CC=C24)NS(=O)(=O)C)CCCCC3)C=CC1